C(C)OC1=C(C=C(C=C1)F)C=1C=C2C(=NC1)NC(N2)=O 6-(2-Ethoxy-5-fluoro-phenyl)-2-oxo-3H-imidazo[4,5-b]pyridin